methyl 5-(5-amino-4-(1H-indole-2-carbonyl)-1H-pyrazol-1-yl)-1H-benzo[d]imidazole-2-carboxylate NC1=C(C=NN1C1=CC2=C(NC(=N2)C(=O)OC)C=C1)C(=O)C=1NC2=CC=CC=C2C1